C(CCC)C1C2C3C4C=CC(C3C(C1)C2)C4 8-n-butyltetracyclo[4.4.0.12,5.17,10]-3-dodecene